Cl.N(C(=N)N)CCCNC(OC1CCC2C3CCC4CCCC4C3C(C=C2C1)[C@H](C)CCCC(C)C)=O 7-((R)-6-methylheptan-2-yl)-2,3,4,7,8,9,10,11,12,13,14,15,16,17-tetradecahydro-1H-cyclopenta[a]phenanthren-3-yl (3-guanidinopropyl)carbamate, hydrochloride salt